((3aR,5S,6aR)-2,2-dimethyl-6-methylenetetrahydrofuro[2,3-d][1,3]dioxol-5-yl)methyl benzoate C(C1=CC=CC=C1)(=O)OC[C@@H]1C([C@@H]2[C@@H](OC(O2)(C)C)O1)=C